N-METHYL-3-BORONO-5-CHLOROBENZAMIDE methyl-2-(2-{2-[4-(5-fluoro-1-methylindazol-6-yl)pyrazolo[3,4-c]pyridin-1-yl]acetamido}acetamido)acetate COC(CNC(CNC(CN1N=CC=2C1=CN=CC2C2=C(C=C1C=NN(C1=C2)C)F)=O)=O)=O.CNC(C2=CC(=CC(=C2)Cl)B(O)O)=O